COC1OC(C2=NC(=CC=C21)NC2=NC=C(C(=C2)N[C@H](CO)C2=CC=CC=C2)C=2OC(=NN2)C=2C=NC=CC2)(C)C (2S)-2-((2-((5-methoxy-7,7-dimethyl-5,7-dihydrofuro[3,4-b]pyridin-2-yl)amino)-5-(5-(pyridin-3-yl)-1,3,4-oxadiazol-2-yl)pyridin-4-yl)amino)-2-phenylethan-1-ol